2-morpholinoethyl ((3S,5R,8R,9S,10S,13R,17S)-10,13-dimethyl-17-(2-oxo-2H-pyran-5-yl)-2,3,4,5,6,7,8,9,10,11,12,13,16,17-tetradecahydro-1H-cyclopenta[a]phenanthren-3-yl)carbamate C[C@]12[C@H]3CC[C@@]4([C@H](CC=C4[C@@H]3CC[C@@H]2C[C@H](CC1)NC(OCCN1CCOCC1)=O)C=1C=CC(OC1)=O)C